C[C@H]1[C@@H]2[C@H](CC(=C3[C@@H]([C@H]2OC1=O)C(=CC3=O)CO)C)OC(=O)CC4=CC=C(C=C4)O The molecule is a sesquiterpene lactone obtained by formal condensation of the carboxy group of 4-hydroxyphenylacetic acid with the 8-hydroxy group of 11beta,13-dihydrolactucin. Found in chicory. It has a role as a plant metabolite. It is a primary alcohol, an azulenofuran, a cyclic terpene ketone, an enone, a member of phenols and a sesquiterpene lactone. It derives from a 4-hydroxyphenylacetic acid and a lactucin.